(2S,4R)-4-fluoro-N-[(S)-[3-fluoro-4-(propan-2-yl)phenyl](phenyl)methyl]-1-[1-(1,3,4-oxadiazol-2-yl)cyclopropanecarbonyl]pyrrolidine-2-carboxamide F[C@@H]1C[C@H](N(C1)C(=O)C1(CC1)C=1OC=NN1)C(=O)N[C@@H](C1=CC=CC=C1)C1=CC(=C(C=C1)C(C)C)F